4-{3-(cyanomethyl)-3-[4-(7H-pyrrolo[2,3-d]pyrimidin-4-yl)-1H-pyrazol-1-yl]azetidin-1-yl}-N-isopropylpiperidine C(#N)CC1(CN(C1)C1CCN(CC1)C(C)C)N1N=CC(=C1)C=1C2=C(N=CN1)NC=C2